C(=O)(O)C1(CC=C(C=C1)C1(C=CC=C2C=C3C=CC=CC3=C12)C1=CCC(C=C1)(C(=O)O)C(=O)O)C(=O)O 4,4-bis(4,4-dicarboxyphenyl)fluorene